tert-Butyl 2-(7-carbamoyl-4-(2-methyl-3-(thiazole-2-carboxamido)phenyl)-1H-indol-2-yl)benzylcarbamate C(N)(=O)C=1C=CC(=C2C=C(NC12)C1=C(CNC(OC(C)(C)C)=O)C=CC=C1)C1=C(C(=CC=C1)NC(=O)C=1SC=CN1)C